(E)-N-(3-((5-(3,5-difluorophenyl)-2-((1-methyl-1H-pyrazol-4-yl)amino)pyrimidin-4-yl)amino)phenyl)-4-(dimethylamino)but-2-enamide FC=1C=C(C=C(C1)F)C=1C(=NC(=NC1)NC=1C=NN(C1)C)NC=1C=C(C=CC1)NC(\C=C\CN(C)C)=O